[2-(2-methoxyphenyl)ethyl]({2-[(9R)-9-(pyridin-2-yl)-6-oxaspiro[4.5]decan-9-yl]ethyl})amine COC1=C(C=CC=C1)CCNCC[C@]1(CCOC2(CCCC2)C1)C1=NC=CC=C1